tert-butyl N-[(1R,2S)-1-[[tert-butyl(diphenyl)silyl]oxymethyl]-2-cyclobutyl-4-hydroxy-butyl]carbamate [Si](C1=CC=CC=C1)(C1=CC=CC=C1)(C(C)(C)C)OC[C@@H]([C@@H](CCO)C1CCC1)NC(OC(C)(C)C)=O